ONC(=O)C1=C(C=CC=C1)C1=C2C(=C(N(C2=CC=C1)CCOC1=CC=C(C=C1)OC)C)C(=O)N (2-(hydroxycarbamoyl)phenyl)-1-(2-(4-methoxyphenoxy)ethyl)-2-methyl-1H-indole-3-carboxamide